D-glucopyranosyl-(1→2) β-D-glucopyranoside O([C@H]1[C@H](O)[C@@H](O)[C@H](O)[C@H](O1)CO)C1[C@H](O)[C@@H](O)[C@H](O)[C@H](O1)CO